C1(=CC=CC=C1)[Y](C1=CC=CC=C1)C1=CC=CC=C1 triphenyl-yttrium